F[C@@H]1CN(CC[C@@H]1NC1=C2C=CNC2=CC=C1)C 4-(((3r,4s)-3-fluoro-1-methylpiperidin-4-yl)amino)-1H-indol